C1(CCC1)C(=O)N1C[C@H]([C@H](C1)F)NC(C1=CC=CC=C1)=O N-[(3R,4S)-1-cyclobutanecarbonyl-4-fluoropyrrolidin-3-yl]benzamide